2-(dodecylthiocarbonyl)-2-methylpropionate C(CCCCCCCCCCC)C(=S)C(C(=O)[O-])(C)C